N-[4-(2,4-difluorophenoxy)-3-{6-methyl-3-[(4-methylpiperazin-1-yl)methyl]-7-oxo-6,7-dihydro-1H-pyrrolo[2,3-c]pyridin-4-yl}phenyl]ethanesulfonamide FC1=C(OC2=C(C=C(C=C2)NS(=O)(=O)CC)C=2C3=C(C(N(C2)C)=O)NC=C3CN3CCN(CC3)C)C=CC(=C1)F